BrC1=CC2=C(N=C(O2)C[C@@H](C(=O)NC2(CC2)C#N)NC(C2=CC(=CC=C2)Cl)=O)C=C1 (S)-N-(3-(6-bromobenzo[d]oxazol-2-yl)-1-((1-cyanocyclopropyl)amino)-1-oxopropan-2-yl)-3-chlorobenzamide